(R)-6-(4,4-difluoroazepan-1-yl)-2-methyl-3-(1-methyl-1H-pyrazol-4-yl)-N-(3-(S-methylsulfonimidoyl)phenyl)benzamide FC1(CCN(CCC1)C1=CC=C(C(=C1C(=O)NC1=CC(=CC=C1)[S@@](=O)(=N)C)C)C=1C=NN(C1)C)F